C(C)(C)(C)OC([C@H](NC(=O)OC(C)(C)C)CCC(=O)O)=O N-Boc-D-glutamic acid-1-tert-butyl ester